OC1=CC=C(CN2C=3N=C(NC(C3N=C2)=O)N2N=CC(=C2)C(=O)O)C=C1 1-(9-(4-hydroxybenzyl)-6-oxo-6,9-dihydro-1H-purin-2-yl)-1H-pyrazole-4-carboxylic acid